CC1=NC=2C(=NC=C(C2)C=2C=C3C(=C(C=NC3=CC2)C#N)NC(C)C2=CC=CC=C2)N1 6-(2-methyl-3H-imidazo[4,5-b]pyridin-6-yl)-4-(1-phenylethylamino)quinoline-3-carbonitrile